2-[4-Chloro-5-[(3R,4R)-3-methyl-1-(1-oxidopyridin-1-ium-3-yl)sulfonyl-4-piperidyl]-1H-imidazol-2-yl]-5-fluoro-pyridine ClC=1N=C(NC1[C@H]1[C@H](CN(CC1)S(=O)(=O)C=1C=[N+](C=CC1)[O-])C)C1=NC=C(C=C1)F